5-chloropyrimidine-2,4(1H,3H)-dione ClC=1C(NC(NC1)=O)=O